ClC1=CC=C(C=C1)C=1N=CN(C1C1=CC=NC=C1)CC(=O)N1[C@@H]2CN([C@H](C1)CC2)C(=O)OC(C)(C)C tert-butyl (1S,4S)-5-{2-[4-(4-chlorophenyl)-5-(pyridin-4-yl)-1H-imidazol-1-yl] acetyl}-2,5-diazabicyclo[2.2.2]octane-2-carboxylate